3-((4-((4-(3-(3-amino-5-(4-amino-4-methylpiperidin-1-yl)pyrazin-2-yl)-2-chlorophenyl)piperazin-1-yl)methyl)phenyl)amino)piperidine-2,6-dione NC=1C(=NC=C(N1)N1CCC(CC1)(C)N)C=1C(=C(C=CC1)N1CCN(CC1)CC1=CC=C(C=C1)NC1C(NC(CC1)=O)=O)Cl